ClC1=NC=C(C(=C1)NC1CCC(CC1)CN(C)C)C#CC=1C=NN(C1)C1CC1 2-chloro-5-((1-cyclopropyl-1H-pyrazol-4-yl)ethynyl)-N-((1s,4s)-4-((dimethylamino)methyl)cyclohexyl)pyridin-4-amine